ethyl-3-oxobutanoate C(C)OC(CC(C)=O)=O